methoxymethyl 4-(benzyloxy)-3-hydroxy-2,5,6-trimethylbenzoate C(C1=CC=CC=C1)OC1=C(C(=C(C(=O)OCOC)C(=C1C)C)C)O